2-(o-chlorophenyl)-4,5-di(o-methoxyphenyl)imidazole ClC1=C(C=CC=C1)C=1NC(=C(N1)C1=C(C=CC=C1)OC)C1=C(C=CC=C1)OC